(R)-6-chloro-N-cyclopropyl-3-((1-(6-fluoro-2-(5-fluoropyridin-2-yl)-3-methyl-4-oxo-3,4-dihydroquinazolin-8-yl)ethyl)amino)picolinamide ClC1=CC=C(C(=N1)C(=O)NC1CC1)N[C@H](C)C=1C=C(C=C2C(N(C(=NC12)C1=NC=C(C=C1)F)C)=O)F